4-(6-amino-2-(quinolin-3-yl)pyrimidin-4-yl)piperazine-1-carboxylic acid tert-butyl ester C(C)(C)(C)OC(=O)N1CCN(CC1)C1=NC(=NC(=C1)N)C=1C=NC2=CC=CC=C2C1